NC1=C2N=CN(C2=NC(=N1)Cl)[C@H]1[C@H]([C@@H]([C@H](O1)COC(C(=O)OCC)(C(=O)OCC)CC1=CC=C(C=C1)CC(=O)OC)O)F diethyl 2-(((2R,3R,4S,5R)-5-(6-amino-2-chloro-9H-purin-9-yl)-4-fluoro-3-hydroxytetrahydrofuran-2-yl)methoxy)-2-(4-(2-methoxy-2-oxoethyl)benzyl)malonate